4,4'-(pyridine-3,5-diyl)dibenzoic acid N1=CC(=CC(=C1)C1=CC=C(C(=O)O)C=C1)C1=CC=C(C(=O)O)C=C1